FC(OC=1C=CC(=C(C1)N1C(N(C2=C1C=CC(=C2)C(=O)NC2(CS(C2)(=O)=O)C)C(C)C(C)(C)O)=O)F)F 1-(5-(difluoromethoxy)-2-fluorophenyl)-3-(3-hydroxy-3-methylbutan-2-yl)-N-(3-methyl-1,1-dioxidothietan-3-yl)-2-oxo-2,3-dihydro-1H-benzo[d]imidazole-5-carboxamide